Bicyclo[1.1.1]Pentane-1-carbonitrile C12(CC(C1)C2)C#N